COC=1N=C2C(=C3C(=NC2=CC1COCCN1CCCC1)CCC3)NC[C@@H]3COCC3 2-methoxy-N-{[(3R)-oxolan-3-yl]methyl}-3-{[2-(pyrrolidin-1-yl)ethoxy]methyl}-6H,7H,8H-cyclopenta[b]1,5-naphthyridin-9-amine